(3S,5S,8R,9S,10S,13S,14S,17S)-3-ethyl-l-7-((1R,4R)-4-hydroxy-1-methoxy-5-methylhexyl)-10,13-dimethylhexadecahydro-1H-cyclopenta[a]phenanthren-3-ol C(C)[C@@]1(CC[C@@]2([C@H]3CC[C@@]4(CCC[C@H]4[C@H]3C(C[C@H]2C1)[C@@H](CC[C@H](C(C)C)O)OC)C)C)O